C12C(C3CC(CC(C1)C3)C2)NCCOCCSC2=C3CN(C(C3=CC=C2)=O)C2C(NC(CC2)=O)=O 3-(4-((2-(2-((adamantan-2-yl)amino)ethoxy)ethyl)thio)-1-oxoisoindolin-2-yl)piperidine-2,6-dione